3-amino-4-(3-bromo-5-chloro-7-{[(furan-2-yl)methyl]amino}thieno[3,2-b]pyridin-2-yl)butan-2-ol hydrochloride Cl.NC(C(C)O)CC1=C(C2=NC(=CC(=C2S1)NCC=1OC=CC1)Cl)Br